[Tc](O)O technetium(II) hydroxide